ClC1=NC(=NC(=N1)C=1C=CC2=C(OC3=C2C=CC=C3)C1)C1=CC=CC=C1 chloro-4-(dibenzo[b,d]furan-3-yl)-6-phenyl-1,3,5-triazine